4-nitrophenyl (2-methoxy ethyl)carbamate COCCNC(OC1=CC=C(C=C1)[N+](=O)[O-])=O